COCCN1C(=C(C=C1C)\C(\C(\C)=N\NC(NCC)=S)=N/NC(NCC)=S)C (2E,2'E)-2,2'-(1-(1-(2-methoxyethyl)-2,5-dimethyl-1H-pyrrol-3-yl)propane-1,2-diylidene)bis(N-ethylhydrazine-1-carbothioamide)